(2S)-2-{7-[1-carboxy-3-hydroxypropyl]-4,10-bis[1-carboxy-3-hydroxypropyl]-1,4,7,10-tetraazacyclododecan-1-yl}-5-{4-[2-(2-ethoxyethoxy)ethoxy]phenyl}pentanoic acid C(=O)(O)C(CCO)N1CCN(CCN(CCN(CC1)C(CCO)C(=O)O)[C@H](C(=O)O)CCCC1=CC=C(C=C1)OCCOCCOCC)C(CCO)C(=O)O